(S)-7-(8-chloro-7-fluoronaphthalen-1-yl)-2-((1-methylpyrrolidin-2-yl)methoxy)-5,6,7,8-tetrahydropyrido[3,4-d]pyrimidin-4-yl trifluoromethanesulfonate FC(S(=O)(=O)OC=1C2=C(N=C(N1)OC[C@H]1N(CCC1)C)CN(CC2)C2=CC=CC1=CC=C(C(=C21)Cl)F)(F)F